C1=C2C(=NN=C1)NC(C1N2CCC1)=O 6a,7,8,9-tetrahydropyrrolo[1',2':4,5]pyrazino[2,3-c]pyridazin-6(5H)-one